tert-butyl (5-ethynylpyridin-2-yl)carbamate C(#C)C=1C=CC(=NC1)NC(OC(C)(C)C)=O